2-amino-4,5-dicyanoimidazole NC=1NC(=C(N1)C#N)C#N